tris[3,5-bis(trifluoromethyl)phenyl]phosphorus FC(C=1C=C(C=C(C1)C(F)(F)F)P(C1=CC(=CC(=C1)C(F)(F)F)C(F)(F)F)C1=CC(=CC(=C1)C(F)(F)F)C(F)(F)F)(F)F